C1(CC1)N(C(=O)C=1N=C(NC1)[C@H]1N(C[C@@H](C1)O)C(C(C(C)C)C1=CC(=NO1)OC)=O)CCCCC1=CC=CC=C1 N-cyclopropyl-2-[(2S,4R)-4-hydroxy-1-[2-(3-methoxyisoxazol-5-yl)-3-methyl-butyryl]pyrrolidin-2-yl]-N-(4-phenylbutyl)-1H-imidazole-4-carboxamide